tert-butyl N-[2-[2-[2-[3-[2-(2,6-dioxo-3-piperidyl)-1-oxo-isoindolin-4-yl]propoxy]ethoxy]ethoxy]ethyl]carbamate O=C1NC(CCC1N1C(C2=CC=CC(=C2C1)CCCOCCOCCOCCNC(OC(C)(C)C)=O)=O)=O